7-(tert-butyl)-5,9-bis(4'-(tert-butyl)-[1,1'-biphenyl]-2-yl)-3,11-bis(9H-carbazol-9-yl-d8)-5,9-dihydro-5,9-diaza-13b-boranaphtho[3,2,1-de]anthracene C(C)(C)(C)C=1C=C2N(C=3C=C(C=CC3B3C2=C(C1)N(C=1C=C(C=CC13)N1C3=C(C(=C(C(=C3C=3C(=C(C(=C(C13)[2H])[2H])[2H])[2H])[2H])[2H])[2H])[2H])C1=C(C=CC=C1)C1=CC=C(C=C1)C(C)(C)C)N1C3=C(C(=C(C(=C3C=3C(=C(C(=C(C13)[2H])[2H])[2H])[2H])[2H])[2H])[2H])[2H])C1=C(C=CC=C1)C1=CC=C(C=C1)C(C)(C)C